C(#N)C1=CC=CC(=N1)C[C@@H](C1=C(C=CC=C1)C1=NN(C2=CC=CC=C12)C(C)C)N[S@@](=O)C(C)(C)C (S)-N-{(S)-2-[6-Cyanopyridine-2-yl]-1-[2-(1-isopropyl-1H-indazol-3-yl)phenyl]ethyl}-2-methylpropane-2-sulfinamide